5,6-dimethyl-norbornene CC1C2C=CC(C1C)C2